oxazole-4-carboxamide TFA salt OC(=O)C(F)(F)F.O1C=NC(=C1)C(=O)N